BrC=1C=C2C=C(NC2=CC1C1CC1)C(=O)OCC ethyl 5-bromo-6-cyclopropyl-1H-indole-2-carboxylate